[1-(2,2,2-trifluoroethyl)pyrazol-3-yl]methanol FC(CN1N=C(C=C1)CO)(F)F